FC1=CC=C(C=C1)C([C@H](C)O)C1=CC=C(C=C1)F (S)-1,1-di(4-fluorophenyl)-2-propanol